(R)-5-(2-ethoxy-3-pyridyl)-3-methyl-1-[1-methylpropyl]-N-(1H-pyrazol-3-ylmethyl)pyrazolo[4,3-b]pyridin-7-amine C(C)OC1=NC=CC=C1C1=CC(=C2C(=N1)C(=NN2[C@@H](CC)C)C)NCC2=NNC=C2